N-trifluoromethylthioaniline FC(SNC1=CC=CC=C1)(F)F